2-[6-(aminomethyl)-2-azaspiro[3.3]heptan-2-yl]-N-tert-butyl-acetamide NCC1CC2(CN(C2)CC(=O)NC(C)(C)C)C1